6-(4-chlorophenyl)-3-oxo-2-(pyridin-3-yl)-N-(1,1,1-trifluoro-3-hydroxy-3-methylbutan-2-yl)-2,3-dihydropyridazine-4-carboxamide ClC1=CC=C(C=C1)C=1C=C(C(N(N1)C=1C=NC=CC1)=O)C(=O)NC(C(F)(F)F)C(C)(C)O